(Z)-1-(3-(2-((benzyloxy)methyl)-5-methylphenyl)-4-oxothiazolidin-2-ylidene)-3-(2-fluoro-4-(1-(4-(trifluoromethyl)phenyl)-1H-1,2,4-triazol-3-yl)phenyl)urea C(C1=CC=CC=C1)OCC1=C(C=C(C=C1)C)N1/C(/SCC1=O)=N/C(=O)NC1=C(C=C(C=C1)C1=NN(C=N1)C1=CC=C(C=C1)C(F)(F)F)F